2-methoxybenzene sulfide COC12C(C=CC=C1)S2